methyl-4-thiophenecarboxylic acid ethyl ester C(C)OC(=O)C=1C=C(SC1)C